CC1=CC=C(C=C1)C(=C)C2=CC=C(C=C2)C 1,1-di(p-tolyl)ethylene